4-(tris(trifluoromethyl)perylene-3-yl)butanoic acid 4-formyl-3,5-dimethoxyphenyl ester C(=O)C1=C(C=C(C=C1OC)OC(CCCC=1C(=C(C=2C=3C=CC=C4C=CC=C(C5=CC=C(C1C52)C(F)(F)F)C43)C(F)(F)F)C(F)(F)F)=O)OC